tertiary butyl ethyl ketone C(C)C(=O)C(C)(C)C